3-((3,5-dichloro-4-(4-(3-fluoro-5-methoxybenzoyl)-2,6-dimethylphenoxy)phenyl)amino)-3-oxopropanoic acid ClC=1C=C(C=C(C1OC1=C(C=C(C=C1C)C(C1=CC(=CC(=C1)OC)F)=O)C)Cl)NC(CC(=O)O)=O